CN(C)CC1CC1COS(=O)(=O)C 2-[(dimethylamino)methyl]-3-[(methylsulfonyloxy)methyl]cyclopropane